[C@H](C)(CC)[C@@H]1N(CC2=C(NC1=O)C=CC=C2)C(=O)C2=NC=NN2 (S)-3-((S)-sec-butyl)-4-(1H-1,2,4-triazole-5-carbonyl)-1,3,4,5-tetrahydro-2H-benzo[e][1,4]diazepin-2-one